C(C)C1=CC(=NC=C1)[C@](N)(C)C(=O)O 4-ethyl-2-pyridinyl-L-alanine